2-[[4-[2-(4-chloro-2-fluoro-phenyl)-2-methyl-1,3-benzodioxol-4-yl]-2,5-difluorophenyl]methyl]-3-(2-methoxyethyl)benzimidazole-5-carboxylic acid ClC1=CC(=C(C=C1)C1(OC2=C(O1)C=CC=C2C2=CC(=C(C=C2F)CC=2N(C1=C(N2)C=CC(=C1)C(=O)O)CCOC)F)C)F